4-cyclohexyl-2-((2R,4S)-2-(1-cyclopropyl-1H-pyrazol-4-yl)tetrahydro-2H-pyran-4-yl)-6,7-dimethylpteridine C1(CCCCC1)C1=NC(=NC2=NC(=C(N=C12)C)C)[C@@H]1C[C@@H](OCC1)C=1C=NN(C1)C1CC1